N-(3-Chloro-5-(4-chlorophenoxy)phenyl)-6-fluoro-5-(2-(methylsulfonyl)propan-2-yl)benzo[b]thiophen-2-carboxamid ClC=1C=C(C=C(C1)OC1=CC=C(C=C1)Cl)NC(=O)C1=CC2=C(S1)C=C(C(=C2)C(C)(C)S(=O)(=O)C)F